4-CHLORO-3-ISOPROPOXYPHENYLBORONIC ACID ClC1=C(C=C(C=C1)B(O)O)OC(C)C